N1=C(N=CC=C1)C=1C=CC(=NC1)CC=1OC=C(N1)C(=O)OCC ethyl 2-((5-(pyrimidin-2-yl)pyridin-2-yl)methyl)oxazole-4-carboxylate